ClC=1C=C(OC2=C(C=C(C=C2)NC(CC2=C(C(=CC=C2)Cl)Cl)=O)S(N)(=O)=O)C=CC1 N-[4-(3-chlorophenoxy)-3-sulfamylphenyl]-2-(2,3-dichlorophenyl)acetamide